ClC=1C=C2C=NC(=NC2=CC1N1CC(C1)O)NC=1C=NN(C1Cl)CC(F)F 1-(6-chloro-2-{[5-chloro-1-(2,2-difluoroethyl)-1H-pyrazol-4-yl]amino}quinazolin-7-yl)azetidin-3-ol